3-(5-{3-[(S)-(1,3-Dimethyl-azetidin-3-yl)-hydroxy-(4-isopropyl-phenyl)-methyl]-phenyl}-[1,2,4]oxadiazol-3-yl)-oxetan-3-ol CN1CC(C1)(C)[C@@](C=1C=C(C=CC1)C1=NC(=NO1)C1(COC1)O)(C1=CC=C(C=C1)C(C)C)O